6-fluoro-7-(5-methyl-7H-pyrrolo[2,3-d]pyrimidin-2-yl)-3-[(4S)-4-[[6-oxo-5-(trifluoromethyl)-1H-pyridazin-4-yl]amino]pentyl]quinazolin-4-one FC=1C=C2C(N(C=NC2=CC1C=1N=CC2=C(N1)NC=C2C)CCC[C@H](C)NC=2C=NNC(C2C(F)(F)F)=O)=O